CC1=C(SC=C1)C(=CCCN2CCC[C@H](C2)C(=O)O)C3=C(C=CS3)C The molecule is a piperidinemonocarboxylic acid that is (R)-nipecotic acid in which the hydrogen attached to the nitrogen has been replaced by a 1,1-bis(3-methyl-2-thienyl)but-1-en-4-yl group. A GABA reuptake inhibitor, it is used (generally as the hydrochloride salt) for the treatment of epilepsy. It has a role as a GABA reuptake inhibitor and an anticonvulsant. It is a piperidinemonocarboxylic acid, a beta-amino acid, a member of thiophenes and a tertiary amino compound. It derives from a (R)-nipecotic acid. It is a conjugate base of a tiagabine(1+).